NitroPhenylThioSulfonate [N+](=O)([O-])C1=C(C=CC=C1)S(=S)(=O)[O-]